propargyl dodecyl trithiocarbonate C(SCC#C)(SCCCCCCCCCCCC)=S